bis-[2,6-difluoro-3-(1H-pyrrol-1-yl)phenyl]-titanium FC1=C(C(=CC=C1N1C=CC=C1)F)[Ti]C1=C(C(=CC=C1F)N1C=CC=C1)F